CN(C1=CC=C(C=C1)NC)C 1-N,1-N,4-N-trimethylbenzene-1,4-diamine